(2-(2-(2-methoxyethoxy)ethoxy)ethyl) bromofluorophosphate P(=O)(OCCOCCOCCOC)(F)Br